N-(5-(4-((2S,5R)-4-propenoyl-2,5-dimethylpiperazin-1-yl)quinazolin-6-yl)-2-methoxypyridin-3-yl)-2,4-difluorobenzenesulfonamide C(C=C)(=O)N1C[C@@H](N(C[C@H]1C)C1=NC=NC2=CC=C(C=C12)C=1C=C(C(=NC1)OC)NS(=O)(=O)C1=C(C=C(C=C1)F)F)C